4-(2-((2-(difluoromethyl)-7-methyl-[1,2,4]triazolo[1,5-a]pyridin-6-yl)amino)-7-Methyl-8-oxo-7,8-dihydro-9H-purin-9-yl)tetrahydro-2H-pyran-4-carbonitrile FC(C1=NN2C(C=C(C(=C2)NC2=NC=C3N(C(N(C3=N2)C2(CCOCC2)C#N)=O)C)C)=N1)F